C1(=CC=CC=C1)[C@H]1CCN2N=CC(=C21)C(=O)OCC ethyl (4R)-4-phenyl-4H,5H,6H-pyrrolo[1,2-b]pyrazole-3-carboxylate